COC(C1=C(C=C(C(=C1)C)NC1=NC=C2N(CN(C2=N1)C1CCOCC1)C)F)=O 2-fluoro-5-methyl-4-((7-methyl-9-(tetrahydro-2H-pyran-4-yl)-8,9-dihydro-7H-purin-2-yl)amino)benzoic acid methyl ester